N[C@@H]1CC[C@H](CC1)NC=1C=2N(N=CC1C(=NC1=C(C=CC(=C1)F)Cl)N)C=C(C2)C=2C=NC(=CC2C)OCCOCCOCCOCCOC 4-[trans-(4-aminocyclohexyl)amino]-N'-(2-chloro-5-fluoro-phenyl)-6-[6-[2-[2-[2-(2-methoxyethoxy)ethoxy]ethoxy]ethoxy]-4-methyl-3-pyridyl]pyrrolo[1,2-b]pyridazine-3-carboxamidine